SNC([S-])=S sulfanyldithiocarbamate